3-methyl-1-vinyl-2,5-dihydro-1H-imidazole CN1CN(CC1)C=C